C(C1=CC=CC=C1)[C@@H]1N(C(OC1)=O)C(CBr)=O (S)-4-benzyl-3-(2-bromoacetyl)oxazolidin-2-one